(R)-2-amino-4-methyl-pentanol N[C@@H](CO)CC(C)C